3-[2-[[(1R,2R)-2-pyrrolidin-1-ylcyclobutyl]-amino]-5-(trifluoromethyl)pyrimidin-4-yl]-1-(2-trimethylsilylethoxymethyl)indole-6-carbonitrile N1(CCCC1)[C@H]1[C@@H](CC1)NC1=NC=C(C(=N1)C1=CN(C2=CC(=CC=C12)C#N)COCC[Si](C)(C)C)C(F)(F)F